(R)-3-amino-1-(2'-(dimethylphosphoryl)-2,3-difluoro-[1,1'-biphenyl]-4-yl)pyrrolidin-2-one hydrochloride Cl.N[C@H]1C(N(CC1)C1=C(C(=C(C=C1)C1=C(C=CC=C1)P(=O)(C)C)F)F)=O